8-(azetidin-3-yloxy)-5-(2-methyl-4-pyridyl)-1-tetrahydropyran-2-yl-6-tetrahydropyran-4-yl-pyrazolo[4,3-g]Isoquinoline N1CC(C1)OC1=NC(=C(C2=CC3=C(C=C12)N(N=C3)C3OCCCC3)C3=CC(=NC=C3)C)C3CCOCC3